C(C)(C)(C)[S@](=O)NC(C=1C=NC(=NC1)N1CCN(CC1)C(=O)OC(C)(C)C)C1=CC=C(C=C1)F tert-butyl 4-{5-[{[(S)-tert-butylsulfinyl]amino}(4-fluorophenyl)methyl]pyrimidin-2-yl}piperazine-1-carboxylate